(R)-4-((tert-butyldiphenylsilyl)oxy)-5-((S)-2,2-dimethyl-1,3-dioxan-4-yl)-3-hydroxyfuran-2(5H)-one [Si](C1=CC=CC=C1)(C1=CC=CC=C1)(C(C)(C)C)OC1=C(C(O[C@@H]1[C@H]1OC(OCC1)(C)C)=O)O